FC1=CC=C2CCC[C@@H](C2=C1)N (S)-7-fluoro-1,2,3,4-tetrahydro-1-naphthylamine